1-[6-(3-methylisoxazolo[5,4-d]pyrimidin-4-yl)-7,8-dihydro-5H-1,6-naphthyridin-3-yl]-2,3-dihydropyrido[2,3-b][1,4]oxazine CC1=NOC2=NC=NC(=C21)N2CC=1C=C(C=NC1CC2)N2C1=C(OCC2)N=CC=C1